CN1CCN(CC1)CC1=CC=C(C=C1)NC(=O)C1=C(C=NN1)NC=1C2=C(N=CN1)NC=C2 N-[4-[(4-methylpiperazin-1-yl)methyl]phenyl]-4-(7H-pyrrolo[2,3-d]pyrimidin-4-ylamino)-1H-pyrazole-5-carboxamide